FC=1C=C2C=CC(OC2=C(C1)C=1N=C(SC1)NC(=O)C=1SC2=C(C1)C=CC=C2)(C)C N-(4-(6-fluoro-2,2-dimethyl-2H-chromen-8-yl)thiazol-2-yl)benzothiophene-2-carboxamide